methyl 3-(4-bromo-1H-pyrazol-1-yl)-3-cyclopentylpropionate BrC=1C=NN(C1)C(CC(=O)OC)C1CCCC1